[Na].C1(=CC=CC2=CC=C3C=C4C=CC=CC4=CC3=C12)[B] 1-tetraphenylboron sodium